BrC1=C(C=CC=C1)C(C(F)(F)F)=O 1-(2-bromophenyl)-2,2,2-trifluoroethane-1-one